3-(dimethylamino)-1-propanethiol CN(CCCS)C